methyl 3-((((9H-fluoren-9-yl)methoxy)carbonyl)amino)-4-((2,2-diethoxyethyl)(2-methylbutyl)amino)-4-oxobutanoate C1=CC=CC=2C3=CC=CC=C3C(C12)COC(=O)NC(CC(=O)OC)C(=O)N(CC(CC)C)CC(OCC)OCC